O1C=NC=2C=NC=CC21 oxazolo[4,5-c]pyridin